O[C@@H](C(=O)NCCC(=O)N[C@H](C(=O)OC)CSC(CCCO)=O)C(CO)(C)C methyl (2R)-2-[3-[(2R)-2,4-dihydroxy-3,3-dimethylbutanamido]-propanamido]-3-[(4-hydroxybutanoyl)sulfanyl]propanoate